Cl.C12CN(CC(CC1)N2)C=2C=CC=1N=CN=C(C1N2)NC2=CC(=C(C=C2)OC2=CC1=C(N(C=N1)C)C=C2)C 6-(3,8-diazabicyclo[3.2.1]octan-3-yl)-N-(3-methyl-4-((1-methyl-1H-benzo[d]imidazol-5-yl)oxy)phenyl)pyrido[3,2-d]pyrimidin-4-amine hydrochloride